CC(C(=O)Cl)(C(=O)Cl)C 2,2-Dimethylmalonyl dichloride